7-[(S)-4-(2,3-dihydro-[1,4]dioxino[2,3-b]pyridin-3-yl)-benzyl]-5,6,7,8-tetrahydro-imidazo[1,2-a]pyrazine-2-carboxylic acid amide O1C[C@@H](OC2=NC=CC=C21)C2=CC=C(CN1CC=3N(CC1)C=C(N3)C(=O)N)C=C2